BrC=1C=C(C=2N(C1)C=C(N2)C(=O)N2C[C@H]([C@@]1(CC2)NCC2=CC=CC=C2C1)O)[C@@H](C)O |o1:28| (6-bromo-8-((R or S)-1-hydroxyethyl)imidazo[1,2-a]pyridin-2-yl)((3R,3'R)-3'-hydroxy-1,4-dihydro-2H-spiro[isoquinoline-3,4'-piperidin]-1'-yl)methanone